4-(4-(6-(((1S,2S,3R,5R)-2-fluoro-1,5,9-trimethyl-9-azabicyclo[3.3.1]nonan-3-yl)oxy)pyridazin-3-yl)-3-hydroxyphenyl)-1-methyl-1,3,5-triazin-2(1H)-one F[C@H]1[C@@]2(CCC[C@](C[C@H]1OC1=CC=C(N=N1)C1=C(C=C(C=C1)C1=NC(N(C=N1)C)=O)O)(N2C)C)C